BrC=1C=CC(=C(C(=O)O)C1)S(NC1=CC(=CC=C1)C(F)(F)F)(=O)=O 5-bromo-2-(N-(3-(trifluoromethyl)phenyl)sulfamoyl)benzoic acid